[N-]=C=O.CC=1C=CC=C(C1)C 3,5-Dimethylbenzene isocyanate